C(C)N1N=CC(=C1)S(=O)(=O)N1CCC2(CCC2N2CCOCC2)CC1 4-(7-((1-ethyl-1H-pyrazol-4-yl)sulfonyl)-7-azaspiro[3.5]nonan-1-yl)morpholine